2-[4-[(E)-3-(3-Ethoxy-4-methoxyphenyl)prop-2-enoyl]phenoxy]propanoic acid C(C)OC=1C=C(C=CC1OC)/C=C/C(=O)C1=CC=C(OC(C(=O)O)C)C=C1